FC1(C(NC2=C(O1)C=CC(=C2)C2=C(C(=C(C(=C2F)F)F)F)F)=O)F 2,2-difluoro-6-(perfluorophenyl)-2H-benzo[b][1,4]oxazin-3(4H)-one